Methyl 2-((1-(3-fluoropyridin-2-yl)ethyl)((5-(trifluoromethyl)pyridin-2-yl)methyl)amino)-2-oxoacetate FC=1C(=NC=CC1)C(C)N(C(C(=O)OC)=O)CC1=NC=C(C=C1)C(F)(F)F